N-(6-(5-chloro-7-(dimethylamino)-6-fluoro-1H-indazol-4-yl)imidazo[1,2-a]pyridin-2-yl)cyclopropanecarboxamide ClC=1C(=C2C=NNC2=C(C1F)N(C)C)C=1C=CC=2N(C1)C=C(N2)NC(=O)C2CC2